10-chlorobenzoquinoline ClC1=CC=CC2=CC=C3C=CC=NC3=C21